BrC=1C=2CCCC2C(=C2CCCC12)NC(=O)NS(=O)(=O)C1=CC2=C(O1)C1CCC(C2(C)O)C1 N-((8-bromo-1,2,3,5,6,7-hexahydro-s-indacen-4-yl)carbamoyl)-4-hydroxy-4-methyl-5,6,7,8-tetrahydro-4H-5,8-methanocyclohepta[b]furan-2-sulfonamide